C(C1=CC=CC=C1)(=O)C1=CC(=C(OC2=CC=C3C(=C(N=C(C3=C2)OCC)C(=O)NCC(=O)O)O)C(=C1)C)C (7-(4-benzoyl-2,6-dimethylphenoxy)-1-ethoxy-4-hydroxyisoquinoline-3-carbonyl)glycine